2-[4-(4-aminobutoxy)phthalazin-1-yl]-5-(trifluoromethyl)phenol NCCCCOC1=NN=C(C2=CC=CC=C12)C1=C(C=C(C=C1)C(F)(F)F)O